6-(4-((4-ethylpiperazin-1-yl)methyl)phenyl)-1-methyl-2-(4-(methylsulfonyl)phenyl)-1H-pyrrolo[3,2-b]pyridine C(C)N1CCN(CC1)CC1=CC=C(C=C1)C=1C=C2C(=NC1)C=C(N2C)C2=CC=C(C=C2)S(=O)(=O)C